8,8-dimethyl-3-(trifluoromethyl)-5,6,7,8-tetrahydro-1,6-naphthyridine dihydrochloride Cl.Cl.CC1(CNCC=2C=C(C=NC12)C(F)(F)F)C